6-[[6-(trifluoromethyl)-3-pyridyl]methyl]-2,6-diazaspiro[3.4]octane FC(C1=CC=C(C=N1)CN1CC2(CNC2)CC1)(F)F